C(C1=CC=CC=C1)OC(=O)C1(CC12CCNCC2)C(=O)O (benzyloxycarbonyl)-6-azaspiro[2.5]Octane-1-carboxylic acid